6-chloro-N-[2-fluoro-4-(trifluoromethyl)phenyl]-1H-pyrrolo[2,3-b]pyridine-3-sulfonamide ClC1=CC=C2C(=N1)NC=C2S(=O)(=O)NC2=C(C=C(C=C2)C(F)(F)F)F